3-(4-bromo-2-methyl-phenyl)sulfanyl-1,4-dimethyl-indole BrC1=CC(=C(C=C1)SC1=CN(C2=CC=CC(=C12)C)C)C